4-[1-(3-nitrobenzyl)-1H-pyrazol-4-yl]-1H-pyrrolo[2,3-b]pyridine [N+](=O)([O-])C=1C=C(CN2N=CC(=C2)C2=C3C(=NC=C2)NC=C3)C=CC1